FC=CP(OC1C(CCCC1)F)(OC1C(CCCC1)F)=O di(2-fluorocyclohexyl) (2-fluorovinyl)phosphonate